7-fluoroquinoxaline FC1=CC=C2N=CC=NC2=C1